propyl-dimethyl-butyl-ammonium chloride [Cl-].C(CC)[N+](CCCC)(C)C